[Si](C)(C)(C(C)(C)C)OCC[C@H](C)N1N=C(C=2C=NC(=CC21)Cl)C#C[C@H]2N(CCC2)C(=O)OC(C)(C)C tert-butyl (S)-2-((1-((S)-4-((tert-butyldimethylsilyl)oxy)butan-2-yl)-6-chloro-1H-pyrazolo[4,3-c]pyridin-3-yl)ethynyl)pyrrolidin-1-carboxylate